C(C)(C)(C)OCCOCCOCCCCCC 1-[2-(2-tert-butoxyethoxy)ethoxy]hexane